(E)-3-((3,3-dibutyl-7-(methylsulfanyl)-1,1-dioxido-5-(4-(trifluoromethyl)phenyl)-2,3,4,5-tetrahydro-1,5-benzothiazepin-8-yl)oxy)acrylic acid C(CCC)C1(CS(C2=C(N(C1)C1=CC=C(C=C1)C(F)(F)F)C=C(C(=C2)O/C=C/C(=O)O)SC)(=O)=O)CCCC